2-((1r,4R)-4-cyclopropoxycyclohexylamino)-4-((1R,3S)-3-hydroxycyclohexylamino)pyrimidine-5-carboxamide C1(CC1)OC1CCC(CC1)NC1=NC=C(C(=N1)N[C@H]1C[C@H](CCC1)O)C(=O)N